COC1=CC=C(C=C1)N1N=C(N=C1)C(F)(F)F 1-(4-methoxyphenyl)-3-(trifluoromethyl)-1,2,4-triazole